C1(CC1)N1C(C(CCC1)NC1=CC=CC=2N1N=C(C2SC(F)(F)F)C#CCNC2=C(C=C(C=C2)P(=O)(C)C)OC)=O 1-cyclopropyl-3-((2-(3-((4-(dimethylphosphoryl)-2-methoxyphenyl)amino)prop-1-yn-1-yl)-3-((trifluoromethyl)thio)pyrazolo[1,5-a]pyridin-7-yl)amino)piperidin-2-one